((2-(furan-2-ylmethyl)-6-phenyl-8-(phenylsulfanyl)imidazo[1,2-a]pyrazin-3-yl)oxy)furan-2-carboxylic acid methyl ester COC(=O)C=1OC=CC1OC1=C(N=C2N1C=C(N=C2SC2=CC=CC=C2)C2=CC=CC=C2)CC=2OC=CC2